BrC=1C=CC(=NC1C)C=1N=NN(C1NC(O[C@H](C)CCC)=O)C (R)-pentan-2-yl (4-(5-bromo-6-methylpyridin-2-yl)-1-methyl-1H-1,2,3-triazol-5-yl)carbamate